(R)-2-(2-((4-amino-3-(4-(2,6-difluorophenoxy)phenyl)-1H-pyrazolo[3,4-d]pyrimidin-1-yl)methyl)pyrrolidine-1-carbonyl)-3-cyclopropylacrylonitrile NC1=C2C(=NC=N1)N(N=C2C2=CC=C(C=C2)OC2=C(C=CC=C2F)F)C[C@@H]2N(CCC2)C(=O)C(C#N)=CC2CC2